1-ethyl-6-(4-(2-fluoro-4-(trifluoromethyl)benzyl)-2-oxopiperazin-1-yl)-3-hydroxyquinoline-2,4(1H,3H)-dione C(C)N1C(C(C(C2=CC(=CC=C12)N1C(CN(CC1)CC1=C(C=C(C=C1)C(F)(F)F)F)=O)=O)O)=O